2-(7-bromo-1,8-naphthyridin-2-yl)-3,5-dimethyl-phenol BrC1=CC=C2C=CC(=NC2=N1)C1=C(C=C(C=C1C)C)O